C(C)N1C(=NC(=C1)C(F)(F)F)C1=C(C=C(CN2C=3N(CCC2=O)N=CC3)C=C1)F 4-(4-(1-ethyl-4-(trifluoromethyl)-1H-imidazol-2-yl)-3-fluorobenzyl)-6,7-dihydropyrazolo[1,5-a]pyrimidin-5(4H)-one